2-dicyclohexylphosphino-2',6'-di-i-propoxy-1,1'-biphenyl CC(C)OC1=C(C(=CC=C1)OC(C)C)C2=CC=CC=C2P(C3CCCCC3)C4CCCCC4